(Z)-2-azido-3-(2-methylthiazol-5-yl)acrylic acid ethyl ester C(C)OC(/C(=C/C1=CN=C(S1)C)/N=[N+]=[N-])=O